(S)-2-methyl-6-(5-methyl-6-morpholino-1H-benzo[d]imidazol-2-yl)-7-((1-(oxazol-4-yl)ethyl)amino)-2H-pyrazolo[4,3-b]pyridin-5(4H)-one CN1N=C2C(NC(C(=C2N[C@@H](C)C=2N=COC2)C2=NC3=C(N2)C=C(C(=C3)C)N3CCOCC3)=O)=C1